FC1=C(C=CC=C1C)NC=1C2=C(N=CN1)C=CC(=N2)N2C1CN(C(C2)CC1)C(=O)OC(C)(C)C tert-butyl 5-(4-((2-fluoro-3-methylphenyl)amino)pyrido[3,2-d]pyrimidin-6-yl)-2,5-diazabicyclo[2.2.2]octane-2-carboxylate